3-bromo-4-(cyclohexylmethoxy)thiophene BrC1=CSC=C1OCC1CCCCC1